C(\C=C\C(=O)O)(=O)O.FC1=C2C=CN(C2=CC(=C1)F)CCN(C)C 2-(4,6-difluoro-1H-indol-1-yl)-N,N-dimethylethan-1-amine fumarate salt